C1(=CC=CC=C1)CS(=O)(=O)NC(CC1=CC=C(C=C1)NS(=O)(=O)O)C=1N=C(SC1)C=1SC=CC1 4-(S)-[2-phenylmethanesulfonamido-2-(2-thiophen-2-ylthiazol-4-yl)ethyl]-phenylaminosulfonic acid